FC(N1N=C(C=C1)[C@]1(CC(C=2C=NC=3N(C21)N=C(C3)F)C(=O)OC)C)F Methyl (8S)-8-(1-(difluoromethyl)-1H-pyrazol-3-yl)-2-fluoro-8-methyl-7,8-dihydro-6H-cyclopenta[e]pyrazolo[1,5-a]pyrimidine-6-carboxylate